Ethyl (E)-3-((1r,3r)-3-((tert-butyldiphenylsilyl)oxy)cyclobutyl)acrylate [Si](C1=CC=CC=C1)(C1=CC=CC=C1)(C(C)(C)C)OC1CC(C1)/C=C/C(=O)OCC